OC1=CC2=C(ON=C1)C(=C(C=C2)CN2CCCCC2)O 4,9-dihydroxy-8-(piperidin-1-ylmethyl)benzo[5,6]oxazepin